FC=1C=C(CN2N=C3N([C@H](CCC3)C(=O)N3CCCC3)C2=O)C=CC1C(F)(F)F |r| (5RS)-2-[3-Fluoro-4-(trifluoromethyl)benzyl]-5-(pyrrolidin-1-ylcarbonyl)-5,6,7,8-tetrahydro[1,2,4]triazolo[4,3-a]pyridin-3(2H)-on